CN(CC=O)C1=C(C=CC=C1)C 2-[METHYL(2-METHYLPHENYL)AMINO]ACETALDEHYDE